1-(1,3-Dimethyl-1H-pyrazol-4-yl)-7-methoxy-3-methyl-8-(4-methyl-1H-pyrazol-3-yl)-1,3-dihydroimidazo[4,5-c]quinolin-2-one CN1N=C(C(=C1)N1C(N(C=2C=NC=3C=C(C(=CC3C21)C2=NNC=C2C)OC)C)=O)C